ClC1=C(C=CC(=C1)Cl)C=1N=C(NC1)CC1=CSC=C1 4-(2,4-dichlorophenyl)-2-(3-thienylmethyl)imidazole